4-(2-Cyclopropylthiazol-5-yl)-N-((trans-4-(5-methoxy-6-methylpyridin-2-yl)cyclohexyl)methyl)pyridin-2-amine C1(CC1)C=1SC(=CN1)C1=CC(=NC=C1)NC[C@@H]1CC[C@H](CC1)C1=NC(=C(C=C1)OC)C